CN1C(C(=C(C2=CC=CC=C12)N1CCC(CC1)C=1OC2=C(N1)C=C(C=C2)C2COC2)C#N)=O 1-Methyl-4-{4-[5-(oxetan-3-yl)-1,3-benzooxazol-2-yl]piperidin-1-yl}-2-oxo-1,2-dihydro-quinoline-3-carbonitrile